ClC=1C=CC(=C(C1)C1=CC(N(C=C1OC)C(CC1=CC=CC=C1)C#C)=O)N1N=NC(=C1)C(F)(F)F 4-(5-chloro-2-(4-(trifluoromethyl)-1H-1,2,3-triazol-1-yl)phenyl)-5-methoxy-1-(1-phenylbut-3-yn-2-yl)pyridin-2(1H)-one